C(C=C)(=O)N1C[C@@H](N(C[C@H]1C)C1=NC(N2C3=C(C(=C(C=C13)Cl)C1=C(C=CC=C1O)F)OC[C@H]2CO)=O)C (3R,10S)-7-((2S,5R)-4-acryloyl-2,5-dimethylpiperazin-1-yl)-9-chloro-10-(2-fluoro-6-hydroxyphenyl)-3-(hydroxymethyl)-2H-[1,4]oxazino[2,3,4-ij]quinazolin-5(3H)-one